bis[2-[(2-methyl-acryl) oxy] ethyl] carbonate C(OCCOC(=O)C(=C)C)(OCCOC(=O)C(=C)C)=O